3-{[tert-Butyl(dimethyl)silyl]oxy}-1-(2-fluorophenyl)-5-iodo-1H-pyrazol [Si](C)(C)(C(C)(C)C)OC1=NN(C(=C1)I)C1=C(C=CC=C1)F